FC1=CC(=CC2=C1OCO2)C2=NC=C(C=C2N2CCC(CC2)C(=O)O)CCCOC 1-(2-(7-fluorobenzo[d][1,3]dioxol-5-yl)-5-(3-methoxypropyl)pyridin-3-yl)piperidine-4-carboxylic acid